O[C@@H]([C@@H](C(N1CCCC1)=O)N1C(C2(C1)N(CCC2)C(=O)OC(C)(C)C)=O)C tert-butyl 2-((2S,3R)-3-hydroxy-1-oxo-1-(pyrrolidin-1-yl) butan-2-yl)-1-oxo-2,5-diazaspiro[3.4]octane-5-carboxylate